4-[(1S,3S)-2,2-dimethyl-3-(5-{2-[(2,2,2-trifluoroethyl)sulfanyl]-1,3-oxazol-5-yl}-1,2,4-oxadiazol-3-yl)cyclopropyl]benzenesulfonamide CC1([C@H]([C@@H]1C1=NOC(=N1)C1=CN=C(O1)SCC(F)(F)F)C1=CC=C(C=C1)S(=O)(=O)N)C